(2S,5R)-2-(N-(2-aminocyclopentane-1-carbonyl) carbamimidoyl)-7-oxo-1,6-diazabicyclo[3.2.1]octan-6-yl hydrogen sulfate S(=O)(=O)(ON1[C@@H]2CC[C@H](N(C1=O)C2)C(NC(=O)C2C(CCC2)N)=N)O